CC1=C(C(=CC=C1)C)NC1=NN(C2=CC(=CC=C12)NC1=CC=C(C=C1)F)CCCN1[C@H](CCC1)COC (R)-N3-(2,6-dimethylphenyl)-N6-(4-fluorophenyl)-1-(3-(2-(methoxymethyl)pyrrolidin-1-yl)propyl)-1H-indazole-3,6-diamine